O(C1=CC=CC=C1)CN1N=C(C(NC1=O)=O)Br ((phenoxy)methyl)-6-bromo-1,2,4-triazine-3,5(2H,4H)-dione